P1(=CC=CC2=CC3=CC=CC=C3C=C12)=O phosphaanthracene oxide